C(#N)C=1C=C(C=C(C1O[C@@H](CSC1=CC=C(C=C1)F)CCN(C)C)F)S(=O)(=O)NC(=O)[C@@]1(OCCCC1)C (R)-N-((3-cyano-4-(((R)-4-(dimethylamino)-1-((4-fluorophenyl)thio)butan-2-yl)oxy)-5-fluorophenyl)sulfonyl)-2-methyltetrahydro-2H-pyran-2-carboxamide